theanine copper salt [Cu+2].N[C@@H](CCC(=O)NCC)C(=O)[O-].N[C@@H](CCC(=O)NCC)C(=O)[O-]